2-Amino-2-butylhexanoic acid ethyl ester C(C)OC(C(CCCC)(CCCC)N)=O